Cl.N1=C(C=CC=C1)SSC(C)N (pyridin-2-yldisulfanyl)ethan-1-amine hydrochloride